(4-Chloropyridin-3-yl)-4-azaspiro[2.4]heptane-4-carboxylic acid tert-butyl ester C(C)(C)(C)OC(=O)N1C2(CC2C=2C=NC=CC2Cl)CCC1